4-vinylphenylbenzene C(=C)C1=CC=C(C=C1)C1=CC=CC=C1